C(#C)[C@H]1N([C@@H]2C[C@@H]2C1)C(=O)OC(C)(C)C tert-butyl (1R,3S,5R)-3-ethynyl-2-azabicyclo[3.1.0]hexane-2-carboxylate